2-acetamido-N-(4-bromo-5-nitrothiazol-2-yl)benzamide C(C)(=O)NC1=C(C(=O)NC=2SC(=C(N2)Br)[N+](=O)[O-])C=CC=C1